(1-(1H-indol-3-yl)hexan-2-yl)-3-chloro-7-(oxetan-3-yl)-5,6,7,8-tetrahydroimidazo[1,2-a]pyrazine-2-carboxamide N1C=C(C2=CC=CC=C12)CC(CCCC)C1CN(CC=2N1C(=C(N2)C(=O)N)Cl)C2COC2